ClC1=C(C=C(C(=C1)Cl)C(F)(F)F)N([C@@H](C)C1=NC=NN1C1=CC(=NC=N1)C(=O)N)C(N)=O 6-[5-[(1S)-1-[[2,4-dichloro-5-(trifluoromethyl)phenyl]-carbamoylamino]ethyl]-1,2,4-triazol-1-yl]pyrimidine-4-carboxamide